N-(2-bromo-6-methylpyridin-2-yl)-5-methyl-1-(tetrahydro-2H-pyran-2-yl)-1H-indazol-4-amine BrC1(NC(=CC=C1)C)NC=1C=2C=NN(C2C=CC1C)C1OCCCC1